10,10-dimethyl-4-nicotinoyl-9-oxo-1-oxa-azaspiro[5.5]undec-7-ene-8-carbonitrile CC1(C(C(=CC2(CC(CNO2)C(C2=CN=CC=C2)=O)C1)C#N)=O)C